ethyl-4-(phenylthio)-3-((4-sulfamoyl-2-((trifluoromethyl)sulfonyl)phenyl)amino)butanamide C(C)C(C(=O)N)C(CSC1=CC=CC=C1)NC1=C(C=C(C=C1)S(N)(=O)=O)S(=O)(=O)C(F)(F)F